BrC1=C(C(=C(C(=C1O)Br)O)Br)O 1,3,5-tribromobenzene-2,4,6-triol